C1(=CC=C(C=C1)N1C(N(C2=NC=CC=C21)[C@@H]2CN(CC2)CC2=NC=CC=C2C)=O)C2=CC=CC=C2 (S)-1-([1,1'-biphenyl]-4-yl)-3-(1-((3-methylpyridin-2-yl)methyl)pyrrolidin-3-yl)-1,3-dihydro-2H-imidazo[4,5-b]pyridin-2-one